1,1,1-trimethyl-N-(prop-2-yn-1-yl)-N-(trimethylsilyl)silanamine C[Si](N([Si](C)(C)C)CC#C)(C)C